octaoctyloxyzinc iron-cobalt [Co].[Fe].C(CCCCCCC)O[Zn](OCCCCCCCC)(OCCCCCCCC)(OCCCCCCCC)(OCCCCCCCC)(OCCCCCCCC)(OCCCCCCCC)OCCCCCCCC